trimethylammonium [3-[3-[(4S)-2,2-dimethyl-1,3-dioxolan-4-yl]pyrazol-1-yl]-7-oxo-1,6-diazabicyclo[3.2.1]oct-3-en-6-yl]sulfate CC1(OC[C@@H](O1)C1=NN(C=C1)C=1CN2C(N(C(C1)C2)OS(=O)(=O)[O-])=O)C.C[NH+](C)C